3-(6-Aminopyridin-3-yl)-N-isopentyl-2-methylbenzamide NC1=CC=C(C=N1)C=1C(=C(C(=O)NCCC(C)C)C=CC1)C